2-(4-bromophenyl)-2-fluoroethan-1-ol BrC1=CC=C(C=C1)C(CO)F